2-((3-bromo-2-cyanophenyl)carbamoyl)-1-methyl-1,4,6,7-tetrahydro-5H-imidazo[4,5-c]pyridine-5-carboxylic acid tert-butyl ester C(C)(C)(C)OC(=O)N1CC2=C(CC1)N(C(=N2)C(NC2=C(C(=CC=C2)Br)C#N)=O)C